2-(1-cyclopropylethyl)-6-(1-(cyclopropylthio)ethyl)phenol C1(CC1)C(C)C1=C(C(=CC=C1)C(C)SC1CC1)O